7-(1-Benzylpiperidin-3-yl)-3-(2-methoxypyridin-4-yl)pyrazolo[1,5-a]pyrimidine C(C1=CC=CC=C1)N1CC(CCC1)C1=CC=NC=2N1N=CC2C2=CC(=NC=C2)OC